C(CC(O)(C(=O)[O-])CC(=O)[O-])(=O)OCCCCCCCCCCCCCCCC monopalmityl citrate